FC(OC1=CC2=C(N=C(O2)C=2C(=C(C=CC2)C2=C(C(=CC=C2)C=2OC3=C(N2)C=C(C(=C3)OC(F)F)CNCCO)C)C)C=C1CN1[C@@H](CCC1)C(=O)O)F ((6-(difluoromethoxy)-2-(3'-(6-(difluoromethoxy)-5-(((2-hydroxyethyl)amino)methyl)benzo[d]oxazol-2-yl)-2,2'-dimethyl-[1,1'-biphenyl]-3-yl)benzo[d]oxazol-5-yl)methyl)-L-proline